CC=1C=C2C(C=C(OC2=C(C1)C(C)NC1=C(C(=O)O)C=CC=C1)C1=NC=CC=C1)=O 2-[1-[6-Methyl-4-oxo-2-(2-pyridyl)chromen-8-yl]ethylamino]benzoic acid